2-(6-(3,5-dichlorophenyl)-2-(ethylthio)pyrazolo[1,5-a]pyrimidin-3-yl)-3-methyl-6-(trifluoromethyl)-3H-imidazo[4,5-c]pyridine ClC=1C=C(C=C(C1)Cl)C=1C=NC=2N(C1)N=C(C2C2=NC1=C(C=NC(=C1)C(F)(F)F)N2C)SCC